The molecule is an aminonaphthalenesulfonic acid that is the free acid form of trypan blue dye. It has a role as a dye. It is a member of naphthols, an aminonaphthalenesulfonic acid and a member of azobenzenes. It is a conjugate acid of a trypan blue(4-). CC1=C(C=CC(=C1)C2=CC(=C(C=C2)N=NC3=C(C4=C(C=C(C=C4C=C3S(=O)(=O)O)S(=O)(=O)O)N)O)C)N=NC5=C(C6=C(C=C(C=C6C=C5S(=O)(=O)O)S(=O)(=O)O)N)O